BrC=1C(=C(C=CC1)CC(=O)OCC)OCOC Ethyl 2-(3-bromo-2-(methoxymethoxy)phenyl)acetate